3-(5-Ethyl-1,3-thiazol-2-yl)-N-[(1R)-1-(5-methylpyrazin-2-yl)ethyl]-5-[(3R)-tetrahydrofuran-3-yloxy]benzamide C(C)C1=CN=C(S1)C=1C=C(C(=O)N[C@H](C)C2=NC=C(N=C2)C)C=C(C1)O[C@H]1COCC1